6-(((5-((piperidin-4-yloxy)methyl)pyridin-2-yl)amino)methyl)isoquinolin-1-amine N1CCC(CC1)OCC=1C=CC(=NC1)NCC=1C=C2C=CN=C(C2=CC1)N